C(CCC)C=1C=C(C=2[C@@H]3[C@@H](C(OC2C1)(C)C)CCC(=C3)C)O (6aS,10aS)-3-butyl-6,6,9-trimethyl-6a,7,8,10a-tetrahydro-6H-benzo[c]chromen-1-ol